(1S,3R)-3-tert-butoxycarbonylaminocyclohexanecarboxylic acid C(C)(C)(C)OC(=O)N[C@H]1C[C@H](CCC1)C(=O)O